2-methoxy-6-(pyrimidin-2-yl)benzoic acid methyl ester COC(C1=C(C=CC=C1C1=NC=CC=N1)OC)=O